6-(2,6-dichloro-4-nitrophenoxy)-3-methylquinoline ClC1=C(OC=2C=C3C=C(C=NC3=CC2)C)C(=CC(=C1)[N+](=O)[O-])Cl